4-[5-(2,7-dimethylpyrazolo[1,5-a]pyrimidin-5-yl)-7-fluoro-indazol-2-yl]piperidine-1-carboxylic acid tert-butyl ester C(C)(C)(C)OC(=O)N1CCC(CC1)N1N=C2C(=CC(=CC2=C1)C1=NC=2N(C(=C1)C)N=C(C2)C)F